CN1N=C(C=C1NC(=O)NC1=C(C=2N(N=C1)C=CN2)C(C)C)C(F)(F)F N-(1-methyl-3-(trifluoromethyl)-1H-pyrazol-5-yl)-N'-(8-(propan-2-yl)imidazo[1,2-b]pyridazin-7-yl)urea